ClC=1C(=C(C(=CC1)F)C=1C(N(N=C(C1O)C)C)=O)CCC1=CC=C(C=C1)Cl 4-[3-chloro-2-[2-(4-chlorophenyl)ethyl]-6-fluoro-phenyl]-5-hydroxy-2,6-dimethyl-pyridazin-3-one